C(C)(C)(C)OC(N(C(=O)OC(C)(C)C)CCOCCOCCOCCOCCOCCOCCN(C)CC1=CC=CC=C1)=O tert-butyl-N-[2-[2-[2-[2-[2-[2-[2-[benzyl(methyl)amino]ethoxy] ethoxy]ethoxy]ethoxy]ethoxy]ethoxy]ethyl]-N-tertbutoxycarbonyl-carbamate